C(C1=CC=CC=C1)[C@H]1[C@@H]2C[C@@H]2CN1C1=CC(=CC(N1)=O)N1CCOCC1 6-((1R,2S,5S)-2-benzyl-3-azabicyclo[3.1.0]hexan-3-yl)-4-morpholinopyridin-2(1H)-one